ClC1=CC=C(C(=N1)C(F)F)SCC 6-chloro-2-(difluoromethyl)-3-(ethylsulfanyl)pyridine